BrC=1C(=NC(=CC1)OC)CCOC1OCCCC1 3-bromo-6-methoxy-2-(tetrahydropyran-2-yloxyethyl)pyridine